C(C)(C)OC(=O)[C@@H]1C[C@H](CCC1)OC1=NC=C(C=C1C(F)(F)F)C=1N=NN(C1CO)C.BrC1=CC2=C(C(=CO2)CBr)C=C1 6-bromo-3-(bromomethyl)benzofuran Isopropyl-(1S,3S)-3-((5-(5-(hydroxymethyl)-1-methyl-1H-1,2,3-triazol-4-yl)-3-(trifluoromethyl)pyridin-2-yl)oxy)cyclohexane-1-carboxylate